(1R,2R)-N-[7-chloro-6-[4-((3S,4S)-4-hydroxy-3-methyl-tetrahydrofuran-3-yl)piperazin-1-yl]-3-isoquinolinyl]-2-methyl-2-tetrahydrofuran-3-yl-cyclopropanecarboxamide ClC1=C(C=C2C=C(N=CC2=C1)NC(=O)[C@H]1[C@](C1)(C1COCC1)C)N1CCN(CC1)[C@]1(COC[C@H]1O)C